6-(4-Fluorophenyl)-8-methoxy-N-((1-methylpyrrolidin-3-yl)methyl)quinazolin FC1=CC=C(C=C1)C=1C=C2C=NCN(C2=C(C1)OC)CC1CN(CC1)C